C1(CC1)S(=O)(=O)NC=1SC=C(N1)C(C)(C)NC(C1=CC=C(C=C1)C=1C=NC=C(C1)C(F)(F)F)=O N-(2-(2-(cyclopropanesulfonylamino)thiazol-4-yl)propan-2-yl)-4-(5-(trifluoromethyl)pyridin-3-yl)benzamide